2'-chloro-1,6'-dimethyl-6',7'-dihydrospiro[piperidine-4,5'-pyrrolo[3,4-b]pyridine] ClC1=CC=C2C(=N1)CN(C21CCN(CC1)C)C